C[C@H]1CN(CCC1)C1CCN(CC1)C=1SC(=CN1)C(=O)NCC1=NC=CC=C1C 2-[(3R)-3-methyl-[1,4'-bipiperidin]-1'-yl]-N-[(3-methylpyridin-2-yl)methyl]-1,3-thiazole-5-carboxamide